hydroxy-2-methylpropyl 4-methylbenzenesulfonate CC1=CC=C(C=C1)S(=O)(=O)OC(C(C)C)O